O1CC(C1)COS(=O)(=O)C1=CC=C(C=C1)C.CC1=CC=C(C=C1)S(=O)(=O)OCC1COC1 oxetan-3-ylmethyl 4-methylbenzenesulfonate oxetan-3-ylmethyl-4-methylbenzenesulfonate